2-(2,6-diethylphenyl)-3-(3,6-difluoro-7-methoxy-1H-indol-4-yl)-5-(5-(trifluoromethyl)pyrimidin-2-yl)-4,5,6,7-tetrahydro-2H-pyrazolo[4,3-c]pyridine C(C)C1=C(C(=CC=C1)CC)N1N=C2C(CN(CC2)C2=NC=C(C=N2)C(F)(F)F)=C1C1=C2C(=CNC2=C(C(=C1)F)OC)F